1-(trans-5-((3-cyclopentylbenzyl)oxy)octahydrocyclopenta[c]pyrrole-2-carbonyl)-1H-pyrazole-3-carboxylic acid C1(CCCC1)C=1C=C(COC2CC3C(CN(C3)C(=O)N3N=C(C=C3)C(=O)O)C2)C=CC1